BrC1=CN=C2N1N=C(C=C2)N2CCC1(CCOC1)CC2 8-(3-Bromoimidazo[1,2-b]pyridazin-6-yl)-2-oxa-8-azaspiro[4.5]decane